C(C1=CC=CC=C1)NC1=C2C(=NC(=C1)N1C(=CC=3C(=CC=CC13)C(=O)N)C)NC=C2 1-[4-(benzylamino)-1H-pyrrolo[2,3-b]pyridin-6-yl]-2-methyl-indole-4-carboxamide